methyl 5-((3-(2,2,2-trifluoroethoxy)pyridin-2-yl)oxy)-3-vinylpyrazolo[1,5-a]pyridine-2-carboxylate FC(COC=1C(=NC=CC1)OC1=CC=2N(C=C1)N=C(C2C=C)C(=O)OC)(F)F